C12N(CC(NC1)CC2)C2=CC=CC(=N2)CNC=2C1=C(N=CN2)NC=C1C1CCOCC1 N-((6-(2,5-Diazabicyclo[2.2.2]octan-2-yl)pyridin-2-yl)methyl)-5-(tetrahydro-2H-pyran-4-yl)-7H-pyrrolo[2,3-d]pyrimidin-4-amine